8-cyclopentyl-7-ethyl-2-((4-ethynyl-2-methoxyphenyl)amino)-5-methyl-7,8-dihydropterin C1(CCCC1)N1C(CN(C=2C(NC(NC12)(N)NC1=C(C=C(C=C1)C#C)OC)=O)C)CC